(2R)-2-[2-(1,1-difluoropropyl)-4,5-difluorophenoxy]-3-fluoropropanoic acid FC(CC)(F)C1=C(O[C@H](C(=O)O)CF)C=C(C(=C1)F)F